C1(=CC=C(C=C1)C(C(=O)NC)CN)C1=CC=CC=C1 ([1,1'-biphenyl]-4-yl)-3-amino-N-methylpropanamide